C12CC(CC(CC1)N2)C(=O)N 8-azabicyclo[3.2.1]octane-3-carboxamide